N1CC(C1)C#CC=1C=C2CN(C(C2=CC1)=O)N1C(CCCC1=O)=O (5-(azetidin-3-ylethynyl)-1-oxoisoindolin-2-yl)piperidine-2,6-dione